CC=1C=C(C=CC1OC1=CC2=C(C=N1)N(C=N2)C)NC(OC(C)(C)C)=O tert-butyl (3-methyl-4-((3-methyl-3H-imidazo[4,5-c]pyridin-6-yl)oxy)phenyl)carbamate